O=C1N(C2=CC=CC=C2C1)C1CCNCC1 2-oxo-N-(piperidin-4-yl)indoline